stearic acid, calcium-magnesium salt [Mg+2].[Ca+2].C(CCCCCCCCCCCCCCCCC)(=O)[O-].C(CCCCCCCCCCCCCCCCC)(=O)[O-].C(CCCCCCCCCCCCCCCCC)(=O)[O-].C(CCCCCCCCCCCCCCCCC)(=O)[O-]